CC1(C(C1)CCCCC/C=C/C(=O)OC)C (E)-methyl 8-(2,2-dimethylcyclopropyl)oct-2-enoate